(R)-1-(2-(((3S,4S)-4-(difluoromethyl)-1,3-dimethylpiperidin-3-yl)methoxy)-7-((Sa)-8-ethyl-7-fluoro-3-hydroxynaphthalen-1-yl)-6,8-difluoroquinazolin-4-yl)-3-methylpiperidin-3-ol FC([C@@H]1[C@](CN(CC1)C)(C)COC1=NC2=C(C(=C(C=C2C(=N1)N1C[C@@](CCC1)(O)C)F)C1=CC(=CC2=CC=C(C(=C12)CC)F)O)F)F